N-[3-(6-chloro-1,3-benzoxazol-2-yl)-1-bicyclo[1.1.1]pentanyl]-5-cyclopropylsulfonyl-furan-2-carboxamide ClC1=CC2=C(N=C(O2)C23CC(C2)(C3)NC(=O)C=3OC(=CC3)S(=O)(=O)C3CC3)C=C1